C1(CC1)C1=CC(=CC(=N1)C(=O)NC1=CC(=CC=C1)[C@H](CC1=NN=CN1C)C)C(=O)N1C[C@H](CC1)O 6-Cyclopropyl-4-[(3S)-3-hydroxypyrrolidine-1-carbonyl]-N-[3-[(1S)-1-methyl-2-(4-methyl-1,2,4-triazol-3-yl)ethyl]phenyl]pyridine-2-carboxamide